6-benzyl-3-(((1-butyl-1,4-dihydroquinazolin-2-yl)thio)methyl)-5,6-dihydroimidazo[2,1-b]Thiazole dihydrochloride Cl.Cl.C(C1=CC=CC=C1)C1N=C2SC=C(N2C1)CSC=1N(C2=CC=CC=C2CN1)CCCC